N-ethyl-N-methylethanolamine C(C)N(CCO)C